CC=1C=C(C(=CC1)O)C=1C(=CC=C(C1)C)O 4,4'-dimethyl-2,2'-biphenol